4,6-dinitroresorcinol hydrochloride Cl.[N+](=O)([O-])C1=C(C=C(O)C(=C1)[N+](=O)[O-])O